3,5,6-trimethylbenzoate CC=1C=C(C(=O)[O-])C(=C(C1)C)C